acetic acid, 3-acetoxy-1-(2-acetoxy-1-methyl-ethyl)-2-methyl-propyl ester C(C)(=O)OC(C(COC(C)=O)C)C(COC(C)=O)C